(1-methyl-1H-pyrazol-3-yl)pyrazine-2,3-diamine CN1N=C(C=C1)C=1N=C(C(=NC1)N)N